N-(2-cyclopropyl-4-methyl-5-oxo-5,6,7,8-tetrahydro-4H-pyrazolo[1,5-a][1,3]diazepin-6-yl)-1-((6-methylpyridin-3-yl)methyl)-1H-1,2,4-triazole-3-carboxamide C1(CC1)C1=NN2C(N(C(C(CC2)NC(=O)C2=NN(C=N2)CC=2C=NC(=CC2)C)=O)C)=C1